tert-butyl (S)-2-((tert-butoxycarbonyl)amino)-3-(2-cyanoquinolin-6-yl)propanoate C(C)(C)(C)OC(=O)N[C@H](C(=O)OC(C)(C)C)CC=1C=C2C=CC(=NC2=CC1)C#N